BrC1=CC=C(C=C1)C#CC1=C(C=CC=C1)OC=C ((4-bromophenyl)ethynyl)-2-(vinyloxy)benzene